COC(C1=NC=CC=C1CC#N)=O (cyanomethyl)picolinic acid methyl ester